N-(4-aminophenyl)-2,2,2-trifluoroacetamide NC1=CC=C(C=C1)NC(C(F)(F)F)=O